C1=NC=CC2=CC=C3C(=C12)C=CCC3=O benzoisoquinoline-7-one